C1(=CC=CC=C1)C=1[N+](=C(N(C1C)C(N)=O)C=1C=C(C(=CC1)OC)C1=C(C=CC=C1C)C)[O-] phenyl-(carbamoyl)-2-(6-methoxy-2',6'-dimethyl-[1,1'-biphenyl]-3-yl)-5-methyl-1H-imidazole 3-oxide